ClCCC(=O)O β-chloropropionic acid